C(C=C)(=O)N1[C@@H](CCC1)COC=1C(=NC=NC1N)C=1C(=C(C=C(C1)F)N1C(C2=CC=C(C=C2CC1)C1CC1)=O)CO (S)-2-(3-(5-((1-Acryloylpyrrolidin-2-yl)methoxy)-6-aminopyrimidin-4-yl)-5-fluoro-2-(hydroxymethyl)phenyl)-6-cyclopropyl-3,4-dihydroisoquinolin-1(2H)-one